Cl.ClC1=CC=C(C=C1)C1=NN2C(CN[C@@H](C2)C)=C1C1=CC=NC=C1 (6R)-2-(4-chlorophenyl)-6-methyl-3-(pyridin-4-yl)-4,5,6,7-tetrahydropyrazolo[1,5-a]pyrazine hydrogen chloride